3-{4-[(6,7-dimethoxy-4-quinazolinyl)oxy]phenyl}-1-[3-(hydroxymethyl)phenyl]-2,4-imidazolidinedione COC=1C=C2C(=NC=NC2=CC1OC)OC1=CC=C(C=C1)N1C(N(CC1=O)C1=CC(=CC=C1)CO)=O